Methyl-(5S)-2-{[3-chloro-4-(trifluoromethyl)pyridin-2-yl]methyl}-3-oxo-2,3,5,6,7,8-hexahydro[1,2,4]triazolo[4,3-a]pyridine-5-carboxylate COC(=O)[C@@H]1CCCC=2N1C(N(N2)CC2=NC=CC(=C2Cl)C(F)(F)F)=O